6-(3,3-dimethylallylamino)-3-β-D-glucopyranosylpurine CC(=CCNC1=C2N=CN=C2N(C=N1)[C@H]1[C@H](O)[C@@H](O)[C@H](O)[C@H](O1)CO)C